OC=1C=C(C=CC1)C#CC=1C=C(C(=O)N2CCN(CC2)C2=CC=C(C(=O)NS(=O)(=O)CCC(F)(F)F)C=C2)C=C(C1)C(F)(F)F 4-[4-[3-[2-(3-Hydroxyphenyl)ethynyl]-5-(trifluoromethyl)benzoyl]piperazin-1-yl]-N-(3,3,3-trifluoropropylsulfonyl)benzamide